ClC1=C(C(=O)N2COC3=C(C2)C=CC=C3)C(=CC(=C1)N1CC3(C1)CCNC3)Cl 3-[2,6-dichloro-4-(2,7-diazaspiro[3.4]octan-2-yl)benzoyl]-2,4-dihydro-1,3-benzoxazine